FC1=CC2=C(N(C3=CC(=CC=C23)O)CCCCN2CCOCC2)C(=N1)C 3-fluoro-1-methyl-9-(4-morpholinylbutyl)-9H-pyrido[3,4-b]indol-7-ol